O=C1OC(C2=C1C(=C(C(=C2C(=O)O)C(=O)O)C(=O)O)C(=O)O)=O dioxo-1,3-dihydro-2-benzofuran-4,5,6,7-tetracarboxylic acid